(R)-N-(1-hydroxypropan-2-yl)-4-methoxy-2-(4-(trifluoromethyl)piperidin-1-yl)quinoline-7-carboxamide OC[C@@H](C)NC(=O)C1=CC=C2C(=CC(=NC2=C1)N1CCC(CC1)C(F)(F)F)OC